[Se](CCC(C(=O)N)(CC1=CC=CC=C1)NC(C(CC1=CC=C(C=C1)O)N)=O)CCC(C(=O)N)(CC1=CC=CC=C1)NC(C(CC1=CC=C(C=C1)O)N)=O N'-(selenodi(ethane-2,1-diyl))bis(2-(2-amino-3-(4-hydroxyphenyl)propionamido)-3-phenylpropionamide)